N1(CCC1)C(C(C(CC1CC1)NC(=O)[C@@H]1[C@H]2C([C@H]2CN1C([C@H](C(C)(C)C)NC(C(F)(F)F)=O)=O)(C)C)O)=O (1R,2S,5S)-N-(4-(azetidin-1-yl)-1-cyclopropyl-3-hydroxy-4-oxobutan-2-yl)-3-((S)-3,3-dimethyl-2-(2,2,2-trifluoroacetamido)butanoyl)-6,6-dimethyl-3-azabicyclo[3.1.0]hexane-2-carboxamide